(S)-3-(4-((3-chloro-4-((S)-3-chloro-2-hydroxypropoxy)phenyl)sulfonyl)phenoxy)propane-1,2-diol ClC=1C=C(C=CC1OC[C@@H](CCl)O)S(=O)(=O)C1=CC=C(OC[C@H](CO)O)C=C1